BrC1=NN=NN1C 5-bromo-1-methyl-1H-tetrazole